6-bromo-8-chloro-2-(4-methoxyphenyl)chromen-4-one BrC=1C=C2C(C=C(OC2=C(C1)Cl)C1=CC=C(C=C1)OC)=O